methyl 2-(1-(2-aminopyrimidin-4-yl) piperidin-4-yl)-2-methylpropionate NC1=NC=CC(=N1)N1CCC(CC1)C(C(=O)OC)(C)C